C(C)N(CC(CC)(CC)N[Si](C)(CC)CC)CC (2-diethylamino-1,1-diethyl-ethyl)(diethylmethylsilyl)amine